methyl 1-[8-(methoxycarbonyl)-3-[(2S)-1-phenylpropan-2-yl]-3H,6H,7H,8H,9H-imidazo[4,5-h]isoquinolin-2-yl]piperidine-4-carboxylate COC(=O)N1CC=2C3=C(C=CC2CC1)N(C(=N3)N3CCC(CC3)C(=O)OC)[C@H](CC3=CC=CC=C3)C